(1S,3S)-N1-(6-(1H-pyrazol-5-yl)-1,2,4-triazin-3-yl)cyclopentane-1,3-diamine N1N=CC=C1C1=CN=C(N=N1)N[C@@H]1C[C@H](CC1)N